tert-butyl (5,6-dihydro-4H-cyclopenta[d]thiazol-4-yl)carbamate S1C=NC2=C1CCC2NC(OC(C)(C)C)=O